NCCOC=CNCC(=O)O 2-Aminoethoxyvinylglycin